C1CCC2=C(C=CC=C12)C1=C(C=C2C(=N1)C(=NN2)C=2C=NN(C2)C2CN(C2)C(CCN(C)C)=O)OC 1-(3-(4-(5-(2,3-dihydro-1H-inden-4-yl)-6-methoxy-1H-pyrazolo[4,3-b]pyridin-3-yl)-1H-pyrazol-1-yl)azetidin-1-yl)-3-(dimethylamino)propan-1-one